(4-((4-chloro-7,8-difluoro-2-methyl-5H-pyrimido[5,4-b]indol-5-yl)methyl)benzyl)phosphonic acid ClC1=NC(=NC2=C1N(C=1C=C(C(=CC21)F)F)CC2=CC=C(CP(O)(O)=O)C=C2)C